FC1=CC(=C(C=C1C1=NN(C=C1)C)O)C1=NC=C(N=C1)N(C)[C@H]1[C@H]([C@@H]2CCCC(C1)N2)F 4-fluoro-2-(5-{[(1S,2S,3R)-2-fluoro-9-azabicyclo[3.3.1]nonan-3-yl](methyl)amino}pyrazin-2-yl)-5-(1-methyl-1H-pyrazol-3-yl)phenol